4-[(2R)-3-(3,4-dihydro-1H-isoquinolin-2-yl)-2-hydroxypropyl]-8-[[1-[(3-methyloxetane-3-yl)methyl]-4-piperidyl]oxy]-2,3-dihydro-1,4-benzoxazepin-5-one C1N(CCC2=CC=CC=C12)C[C@H](CN1CCOC2=C(C1=O)C=CC(=C2)OC2CCN(CC2)CC2(COC2)C)O